C[Sn](C)(C)CC=1C=C2C=CC=NC2=CC1 6-((trimethylstannyl)methyl)quinoline